OC[C@@H]1CC[C@@]2(CCCN12)C(=O)OC methyl trans-3-(hydroxymethyl)tetrahydro-1H-pyrrolizin-7a(5H)-formate